N-(2,6-dimethyl-4-(7-(oxetan-3-yl-oxy)-1,3,4,5-tetrahydro-2H-benzo[c]azepin-2-yl)phenyl)-3,3-dimethylbutyramide CC1=C(C(=CC(=C1)N1CC2=C(CCC1)C=C(C=C2)OC2COC2)C)NC(CC(C)(C)C)=O